BrC1=CC(=NC=C1)N1N=NC=C1 4-bromo-2-(triazol-1-yl)pyridine